2,6-dimethylhept-2-yl carbamate C(N)(OC(C)(CCCC(C)C)C)=O